methyl (S)-2-aminocaproate hydrochloride Cl.N[C@H](C(=O)OC)CCCC